zirconium(IV) octanoate C(CCCCCCC)(=O)[O-].[Zr+4].C(CCCCCCC)(=O)[O-].C(CCCCCCC)(=O)[O-].C(CCCCCCC)(=O)[O-]